O1CCC2NCCC21 Hexahydro-2H-furo[3,2-b]pyrrole